ClC1=C(C=CC=C1)CN1N=C(C=C1C1=C2C=NN(C2=CC=C1)C)COC(C(=O)OC)(C)C Methyl 2-([1-[(2-chlorophenyl)methyl]-5-(1-methyl-1H-indazol-4-yl)-1H-pyrazol-3-yl]methoxy)-2-methylpropanoate